8-(4-(6-((3s,4r)-4-(4-amino-5-chloro-2-methoxybenzamido)-3-methoxypiperidin-1-yl)hexanamido)piperidin-1-yl)octanoic acid NC1=CC(=C(C(=O)N[C@H]2[C@H](CN(CC2)CCCCCC(=O)NC2CCN(CC2)CCCCCCCC(=O)O)OC)C=C1Cl)OC